2-((4,6-dimethoxypyrimidin-2-yl)amino)-8-fluoroindolo[2,1-b]quinazoline-6,12-dione COC1=NC(=NC(=C1)OC)NC=1C=C2C(N3C(=NC2=CC1)C(C1=CC(=CC=C13)F)=O)=O